CC=1NC=2N(C(C1)=O)C=C(C2)C(=O)OC methyl 2-methyl-4-oxo-1,4-dihydropyrrolo[1,2-a]pyrimidine-7-carboxylate